ClC1=NC=C(C=N1)C=1C=C(C=NC1)N[C@@H]1CN(CC1)C(=O)OC(C)(C)C tert-butyl (3S)-3-[[5-(2-chloropyrimidin-5-yl)-3-pyridyl]amino]pyrrolidine-1-carboxylate